methyl 2,3-difluoroterephthalate FC1=C(C(=O)OC)C=CC(=C1F)C(=O)[O-]